(S)-2-((4-(2-(4-chlorophenoxy)acetyl)-2-methylpiperazin-1-yl)methyl)-3-(4-fluoro-2-isopropoxy-5-(trifluoromethyl)phenyl)quinazolin-4(3H)-one ClC1=CC=C(OCC(=O)N2C[C@@H](N(CC2)CC2=NC3=CC=CC=C3C(N2C2=C(C=C(C(=C2)C(F)(F)F)F)OC(C)C)=O)C)C=C1